OC1=C(C=O)C=C(C=C1OC)\C=C\C1=CC=C(C=C1)N1CC2NC(OC2C1)=O (E)-2-hydroxy-3-methoxy-5-(4-(2-oxohexahydro-5H-pyrrolo[3,4-d]oxazol-5-yl)styryl)benzaldehyde